sulfonyl-aniline S(=O)(=O)=NC1=CC=CC=C1